The molecule is a L-lysine derivative. It has a role as a siderophore and an Escherichia coli metabolite. It is a conjugate acid of an aerobactinate(3-). CC(=O)N(CCCC[C@@H](C(=O)O)NC(=O)CC(CC(=O)N[C@@H](CCCCN(C(=O)C)O)C(=O)O)(C(=O)O)O)O